2-(2-{[5-(furan-2-yl)-4-phenyl-4H-1,2,4-triazol-3-yl]sulfanyl}acetamido)-4H,5H,6H-cyclopenta[b]thiophene-3-carboxamide O1C(=CC=C1)C=1N(C(=NN1)SCC(=O)NC1=C(C2=C(S1)CCC2)C(=O)N)C2=CC=CC=C2